1,2-bisanilinoethane N(C1=CC=CC=C1)CCNC1=CC=CC=C1